methylphosphonic acid disodium salt [Na+].[Na+].CP([O-])([O-])=O